ClC1=NC=C(C(=N1)N(C1=C(N=C(S1)C)C(=O)OCC)CCC)[N+](=O)[O-] ethyl 5-((2-chloro-5-nitropyrimidin-4-yl)(propyl)amino)-2-methylthiazole-4-carboxylate